C([C@@H](O)[C@H](O)C(=O)O)(=O)O D-Tartaric Acid